ClC1=NC(=CC(=C1)C(C)(C)NC(OC(C)(C)C)=O)N1CCC(CC1)(C)C tert-butyl (2-(2-chloro-6-(4,4-dimethylpiperidin-1-yl)pyridin-4-yl)propan-2-yl)carbamate